C(C)OC(=O)C1=C(N=C(O1)C=1N(N=C(C1OCC1=CC=C(C=C1)OC)C)CC)C1=NC(=CC2=C1C=NN2C)C(NCC2=C(C=C(C=C2)OC)OC)=O 4-[6-[(2,4-dimethoxyphenyl)methylcarbamoyl]-1-methyl-pyrazolo[4,3-C]pyridin-4-yl]-2-[2-ethyl-4-[(4-methoxyphenyl)methoxy]-5-methyl-pyrazol-3-yl]-oxazole-5-carboxylic acid ethyl ester